ClC1=C(C=C(C=C1)Cl)N=NC1=C(C(=CC2=CC=CC=C12)C(=O)NC1=CC=CC=C1)O 4-[(2,5-dichlorophenyl)diazenyl]-3-hydroxy-N-phenyl-2-naphthamide